2-hydroxy-3-carboxybutan-1-yl-(carnitine) OC(CC(O)(C[N+](C)(C)C)CC([O-])=O)C(C)C(=O)O